tert-butyl 2-(4-cyclopropyl-6-methoxypyrimidin-5-yl)-4-((4-(1-methyl-4-(trifluoromethyl)-1H-imidazol-2-yl)benzyl)amino)-8-oxo-5,8-dihydropyrido[3,4-d]pyrimidine-7(6H)-carboxylate C1(CC1)C1=NC=NC(=C1C=1N=C(C2=C(N1)C(N(CC2)C(=O)OC(C)(C)C)=O)NCC2=CC=C(C=C2)C=2N(C=C(N2)C(F)(F)F)C)OC